CN1C(N(C2=NC(=NC=C12)NC1=CC2=C(OCO2)C=C1C)N1CCOCC1)=O 7-methyl-2-((6-methylbenzo[d][1,3]dioxol-5-yl)amino)-9-morpholino-7,9-dihydro-8H-purine-8-one